tert-butyl 1H-indole-1-carboxylate N1(C=CC2=CC=CC=C12)C(=O)OC(C)(C)C